(E)-N-(4-(1-(6-(4-((2-(2,6-dioxopiperidin-3-yl)-1-oxoisoindoline-4-yl)aminoacetyl)piperazin-1-yl)nicotinoyl)piperidin-4-yl)butyl)-3-(pyridin-3-yl)acrylamide O=C1NC(CCC1N1C(C2=CC=CC(=C2C1)NCC(=O)N1CCN(CC1)C1=NC=C(C(=O)N2CCC(CC2)CCCCNC(\C=C\C=2C=NC=CC2)=O)C=C1)=O)=O